C(CCCCCCCCCCCCCCCCCCC)(=O)OC[C@@H](OC(CCCCCCCCCCCCCCCCCCC)=O)COP(=O)([O-])OCC[N+](C)(C)C 1,2-bis(eicosanoyl)-sn-glycero-3-phosphocholine